NC(C(C)(C)N1N=C(C(=C1)C1(CC2CC(CC2C1)C=1N=CN(C1C(=O)NC1=CC(=C(C=C1)F)Cl)C)O)C(F)F)=O 4-(5-(1-(1-Amino-2-methyl-1-oxopropan-2-yl)-3-(difluoromethyl)-1H-pyrazol-4-yl)-5-hydroxyoctahydropentalen-2-yl)-N-(3-chloro-4-fluorophenyl)-1-methyl-1H-imidazole-5-carboxamide